t-butyl 3-((6-((1-(3-(bis(t-butoxycarbonyl) amino) propyl)-1H-imidazol-2-yl) (t-butoxycarbonyl) amino) pyridin-3-yl) oxy)-2-hydroxypropionate C(C)(C)(C)OC(=O)N(CCCN1C(=NC=C1)N(C1=CC=C(C=N1)OCC(C(=O)OC(C)(C)C)O)C(=O)OC(C)(C)C)C(=O)OC(C)(C)C